COC1=CC=C(CN(S(=O)(=O)CCCN(C(OC(C)(C)C)=O)C=2N=CC3=CC(=C(C=C3C2)C(F)(F)P(=O)(OCC)OCC)Br)CC2=CC=C(C=C2)OC)C=C1 tert-butyl (3-(N,N-bis(4-methoxybenzyl)sulfamoyl)propyl)(7-bromo-6-((diethoxyphosphoryl)difluoromethyl)isoquinolin-3-yl)carbamate